amino ketovalerate O=C(C(=O)ON)CCC